CO[C@H]([C@@H](C=O)O)[C@H](O)[C@H](O)C 3-O-methyl-D-rhamnose